C(C)S(=O)(=O)C1=CC=C(CC=2N(C3=CC=C(C=C3C2)C(=O)N)CC2=C(C=CC=C2)OC(F)(F)F)C=C1 (4-(Ethylsulfonyl)benzyl)-1-(2-(trifluoromethoxy)benzyl)-1H-indole-5-carboxamide